sodium copper calcium cadmium [Cd].[Ca].[Cu].[Na]